(2S,5R)-5-(tert-butoxycarbonylamino)tetrahydropyran-2-carboxylic acid C(C)(C)(C)OC(=O)N[C@@H]1CC[C@H](OC1)C(=O)O